1H-[1,6]naphthyridin-4-one N1C=CC(C2=CN=CC=C12)=O